2-nitro-1-((2-(trimethylsilyl)ethoxy)methyl)-1H-imidazole [N+](=O)([O-])C=1N(C=CN1)COCC[Si](C)(C)C